ClC1=C(C2=C(NC(O[C@@]23CNC[C@@H](C3)F)=O)C=C1)F |r| (rac)-(4R or S,5'R or S)-6-Chloro-5,5'-difluorospiro[benzo[d][1,3]oxazine-4,3'-piperidin]-2(1H)-one